(R)-1-ethyl-N-(pyrrolidin-3-yl)-1H-pyrazolo[4,3-c]pyridin-6-amine C(C)N1N=CC=2C=NC(=CC21)N[C@H]2CNCC2